OC=1C=C(C=CC1O)C1=NOC(=C1C(=O)N\N=C\[C@]1([C@@H](N2C(C[C@H]2S1(=O)=O)=O)C(=O)O)C)C (2s,3R,5R)-3-((e)-(2-(3-(3,4-dihydroxyphenyl)-5-methylisoxazole-4-carbonyl)hydrazono)methyl)-3-methyl-7-oxo-4-thia-1-azabicyclo[3.2.0]heptane-2-carboxylic acid 4,4-dioxide